2-Hydroxy-3-(5-isopropyl-2-methylphenoxy)propyl (2E,4E,6E,8E)-3,7-dimethyl-9-(2,6,6-trimethylcyclohex-1-en-1-yl)nona-2,4,6,8-tetraenoate C\C(=C/C(=O)OCC(COC1=C(C=CC(=C1)C(C)C)C)O)\C=C\C=C(\C=C\C1=C(CCCC1(C)C)C)/C